N-methyl-2,3-dihydro-1-benzofuran-5-amine CNC=1C=CC2=C(CCO2)C1